(S)-4-methyl-N-(6-(5-methyl-1,2,4-oxadiazol-3-yl)-2,3-dihydrobenzofuran-3-yl)oxazole-5-carboxamide CC=1N=COC1C(=O)N[C@@H]1COC2=C1C=CC(=C2)C2=NOC(=N2)C